C1=CC=CC=2C3=CC=CC=C3C(C12)C=1C(=C(C=CC1)P([O-])([O-])=O)C1=CC=C(C=C1)C=1OC2=CC=CC=C2C(C1)=O 9H-Fluoren-9-yl(4-(4-oxo-4H-chromen-2-yl)phenyl)(S)-phenylphosphonate